ethyl 4-iodo-1-(trideuteriomethyl)pyrazole-3-carboxylate IC=1C(=NN(C1)C([2H])([2H])[2H])C(=O)OCC